ClC=1C=CC(=NC1)[C@@H](CC1=NC(=NC(=N1)N[C@@H](CO)CC(C)C)CS(=O)(=O)N)C |o1:7| (4-((R*)-2-(5-chloropyridin-2-yl)propyl)-6-(((R)-1-hydroxy-4-methylpentan-2-yl)amino)-1,3,5-triazin-2-yl)methanesulfonamide